chloro(phenyl)(N,N'-tetramethyl-1,2-ethylenediamine) nickel [Ni].ClC(CN(C)C)(N(C)C)C1=CC=CC=C1